C(C(=C)C)(=O)OC[C@@H]1CO1 (S)-glycidyl methacrylate